FC=1C=C(C=C(C1)F)NC1=NC2=CC(=CC=C2C(N1)=O)C(F)(F)F 2-((3,5-difluorophenyl)amino)-7-(trifluoromethyl)quinazoline-4(3H)-One